NC1=C(C=CC(=C1)S(=O)(=O)C)N1C[C@H](CCC1)O (S)-1-(2-amino-4-(methylsulfonyl)phenyl)piperidin-3-ol